N-methylol-α-chloroacetamide C(O)NC(CCl)=O